3-(((S)-7-((R)-2-(2,5-Difluorophenyl)piperazine-1-carbonyl)-10-methoxy-7-azaspiro[4.5]decan-10-yl)methyl)-6-(2-methoxyphenyl)pyrimidin-4(3H)-one FC1=C(C=C(C=C1)F)[C@H]1N(CCNC1)C(=O)N1CC2(CCCC2)[C@](CC1)(OC)CN1C=NC(=CC1=O)C1=C(C=CC=C1)OC